butyl (3-(4-fluoropiperidin-1-yl)propyl)carbamate FC1CCN(CC1)CCCNC(OCCCC)=O